C(#N)C1=CC(=C(COC2=CC=CC(=N2)C2CCN(CC2)CC2=NC3=C(N2C)C=C(C=C3OC)C(=O)O)C=C1)F 2-((4-(6-((4-Cyano-2-fluorobenzyl)oxy)pyridin-2-yl)piperidin-1-yl)methyl)-4-methoxy-1-methyl-1H-benzo[d]imidazole-6-carboxylic acid